C(CCCC=CC=CC=CC=CC=C)(=O)O 5,7,9,11,13-tetradecapentaenoic acid